3'-oxo-7'-(benzenesulfonyl)-1',3',4',7'-tetrahydrospiro[cyclopentane-1,2'-pyrrolo[3',2':5,6]pyrido[3,4-b]pyrazine]-3-carbonitrile O=C1C2(NC3=C(N1)C=NC1=C3C=CN1S(=O)(=O)C1=CC=CC=C1)CC(CC2)C#N